Methyl 4-[(3-fluoropyridin-2-yl)amino]-5-(2-methoxyethoxy)-6-oxopyran-2-carboxylate FC=1C(=NC=CC1)NC=1C=C(OC(C1OCCOC)=O)C(=O)OC